ClC1=CC=C(CN(C(=O)C2=C(N=C(S2)C2=C(C(=C(C(=C2)F)F)O)F)C)CCCC2=CC=CC=C2)C=C1 N-(4-chlorobenzyl)-4-methyl-N-(3-phenylpropyl)-2-(2,4,5-trifluoro-3-hydroxyphenyl)thiazole-5-carboxamide